1-(5-nitroisoindolin-2-yl)ethan-1-one [N+](=O)([O-])C=1C=C2CN(CC2=CC1)C(C)=O